4-(diethylamino)butylmalonic acid C(C)N(CCCCC(C(=O)O)C(=O)O)CC